tert-butyl 9-acetyl-7-methyl-4-(methyl-d3)-5-oxo-4,5-dihydroimidazo[1,5-a]quinazoline-3-carboxylate C(C)(=O)C=1C=C(C=C2C(N(C=3N(C12)C=NC3C(=O)OC(C)(C)C)C([2H])([2H])[2H])=O)C